2-(3,5-dicyano-4-ethyl-6-(piperazin-1-yl)pyridin-2-ylsulfanyl)-2-(thiophen-3-yl)acetamide C(#N)C=1C(=NC(=C(C1CC)C#N)N1CCNCC1)SC(C(=O)N)C1=CSC=C1